FC(C1=NN=C(O1)C1=CC(=C(CN(C(=O)N2CCS(CC2)(=N)=O)C2=CC=CC=C2)C=C1)F)F N-(4-(5-(difluoromethyl)-1,3,4-oxadiazol-2-yl)-2-fluorobenzyl)-1-imino-N-phenylthiomorpholin-4-carboxamide 1-oxide